C(=O)(OC(C)(C)C)NCCI Boc-iodoethylamine